C1(CCCC1)C(=O)N1[C@H](CN(CC1)CC1=C(C(=CC(=C1)C)NC=1OC(=NN1)[C@@H](C)O)C)C cyclopentyl-[(2S)-4-[[3-[[5-[(1R)-1-hydroxyethyl]-1,3,4-oxadiazol-2-yl]amino]-2,5-dimethyl-phenyl]methyl]-2-methyl-piperazin-1-yl]methanone